((2S,3S,4S,5S)-2,3,4,5-tetra(benzyloxy) hexyl) carbamate C(N)(OC[C@@H]([C@@H]([C@H]([C@H](C)OCC1=CC=CC=C1)OCC1=CC=CC=C1)OCC1=CC=CC=C1)OCC1=CC=CC=C1)=O